Cl.N[C@H](C)C=1C(=C(C=CC1)C(C(C)(O)C)(F)F)F (R)-1-(3-(1-aminoethyl)-2-fluorophenyl)-1,1-difluoro-2-methylpropan-2-ol HCl